4-bromo-5-methyl-2-(pyrrolidin-1-ylsulfonyl)-1-tosyl-1H-pyrrolo[2,3-b]pyridine BrC1=C2C(=NC=C1C)N(C(=C2)S(=O)(=O)N2CCCC2)S(=O)(=O)C2=CC=C(C)C=C2